4-carboxy-2-hydroxypenta-2,4-dienoate C(=O)(O)C(C=C(C(=O)[O-])O)=C